(4-hydroxyphenyl)-5-(2-methoxyphenyl)-2-oxo-1,3-oxazolidine-4-carboxylic acid methyl ester COC(=O)C1N(C(OC1C1=C(C=CC=C1)OC)=O)C1=CC=C(C=C1)O